N1=CC=C(C=C1)NC(=O)C1=CNC2=CC=CC=C12 N-(pyridin-4-yl)-1H-indole-3-carboxamide